BrC=1C(=C(C(=CC1F)F)S(=O)(=O)NC1=NOC=C1)F 3-bromo-2,4,6-trifluoro-N-(isoxazol-3-yl)benzenesulfonamide